4-(5-((2,6-dichlorobenzyl)thio)-1,3,4-oxadiazol-2-yl)aniline ClC1=C(CSC2=NN=C(O2)C2=CC=C(N)C=C2)C(=CC=C1)Cl